N,N'-Diethyl-1,3-diaminopropan C(C)NCCCNCC